N1N=CC2=CC(=CC=C12)NC1=NN(C=C1)C1=CC=CC(=N1)NC(=O)C=1C=NN(C1)C N-[6-[3-(1H-indazol-5-ylamino)pyrazol-1-yl]-2-pyridinyl]-1-methyl-pyrazole-4-carboxamide